6-(2-fluorophenylethoxy)-1H-indole FC1=C(C=CC=C1)CCOC1=CC=C2C=CNC2=C1